N-(4-fluoro-3-((5-(2-fluoro-5-(trifluoromethyl)phenyl)-2-((1-methyl-1H-pyrazol-4-yl)amino)pyrimidin-4-yl)amino)phenyl)acrylamide FC1=C(C=C(C=C1)NC(C=C)=O)NC1=NC(=NC=C1C1=C(C=CC(=C1)C(F)(F)F)F)NC=1C=NN(C1)C